(3Z)-1-bromo-12,12-dioctanoxy-3-dodecene BrCC\C=C/CCCCCCCC(OCCCCCCCC)OCCCCCCCC